(3-(4,6-diphenylpyrimidin-2-yl)phenyl)boronic acid C1(=CC=CC=C1)C1=NC(=NC(=C1)C1=CC=CC=C1)C=1C=C(C=CC1)B(O)O